S1C(C=CC=C1)C(=O)[O-] 2H-thiopyran-2-carboxylate